1,5-bis(3-pyridyl)pentane N1=CC(=CC=C1)CCCCCC=1C=NC=CC1